(S)-4-(2-Amino-2-methylpropanoyl)-N-(1-(4-(2-amino-3-(azetidin-3-ylamino)-3-oxopropyl)phenyl)-2-oxo-1,2-dihydropyrimidin-4-yl)piperazine-1-carboxamide hydrochloride salt Cl.NC(C(=O)N1CCN(CC1)C(=O)NC1=NC(N(C=C1)C1=CC=C(C=C1)C[C@@H](C(=O)NC1CNC1)N)=O)(C)C